(R)-5-(((4-(3-chloro-4-(2-chloro-3-((3-fluoro-4-((((S)-2-hydroxypropyl)amino)methyl)pyridin-2-yl)amino)phenyl)pyridin-2-yl)-2-methoxybenzyl)amino)methyl)pyrrolidin-2-one ClC=1C(=NC=CC1C1=C(C(=CC=C1)NC1=NC=CC(=C1F)CNC[C@H](C)O)Cl)C1=CC(=C(CNC[C@H]2CCC(N2)=O)C=C1)OC